3-(1-((2-(trimethylsilyl)ethoxy)methyl)-1H-pyrazol-4-yl)benzoic acid methyl ester COC(C1=CC(=CC=C1)C=1C=NN(C1)COCC[Si](C)(C)C)=O